OC(C\C=C/CCCCCCCC)CCCCCC 12-hydroxy-(9Z)-octadeca-9-ene